C(C1=CC=CC=C1)[NH+](C1CCCCC1)[O-] N-benzyl-cyclohexylamine oxide